(S)-3-((9-ethyl-2-(((S)-2-oxopentan-3-yl)amino)-9H-purin-6-yl)amino)pyrrolidine-1-sulfonamide C(C)N1C2=NC(=NC(=C2N=C1)N[C@@H]1CN(CC1)S(=O)(=O)N)N[C@H](C(C)=O)CC